N1N=CC(=C1)C1=CC2=C(N=C(S2)NC=2C=C(C(=O)N[C@@H]3CNCC3)C=CN2)C=C1 (S)-2-((6-(1H-pyrazol-4-yl)benzo[d]thiazol-2-yl)-amino)-N-(pyrrolidin-3-yl)isonicotinamide